N1=CC=C(C=C1)CN1C(=CC=C1)C(=O)NC=1SC=C(N1)C=C[C@H]1N(CCCC1)C(=O)OC(C)(C)C tert-butyl (2S)-2-(2-[2-[1-(pyridin-4-ylmethyl)pyrrole-2-amido]-1,3-thiazol-4-yl]ethenyl)piperidine-1-carboxylate